4-chloro-N-(2,5-difluorophenyl)-N-((1R)-{4-fluoro-2-[3-(1H-imidazol-1-yl)propyl]phenyl}ethyl)benzenesulfonamide ClC1=CC=C(C=C1)S(=O)(=O)N(CCC1=C(C=C(C=C1)F)CCCN1C=NC=C1)C1=C(C=CC(=C1)F)F